NC=1C=2N(C3=CC(=CC=C3N1)C(=O)N1C(CCC(C1)C)C=1C=CC3=C(N=C(S3)CCN(C)C)C1)C=NC2 (4-aminoimidazo[1,5-a]quinoxalin-8-yl)(2-(2-(2-(dimethylamino)ethyl)benzo[d]thiazol-5-yl)-5-methylpiperidin-1-yl)methanone